Triisooctylmethylamin C(CCCCC(C)C)C(N)(CCCCCC(C)C)CCCCCC(C)C